NC1=CC=C(C=C1)C1(CC(=C2C=CC3=C(C=C(C4=CC=C1C2=C34)C3=CC=C(C=C3)N)C3=CC=C(C=C3)N)C3=CC=C(C=C3)N)C3=CC(=CC=C3C=O)C=O 1,3,6,8-tetrakis(4-aminophenyl)pyrene-terephthalaldehyde